FC(C=1C=C(C=C(C1)C(F)(F)F)C1=NN(C=N1)/C=C(/C(=O)OC(C)C)\C=1C=NC=CC1)(F)F isopropyl (E)-3-(3-(3,5-bis(trifluoro-methyl)phenyl)-1H-1,2,4-triazol-1-yl)-2-(pyridin-3-yl)acrylate